N1N=CC2=CC(=CC=C12)[C@@H]1N(C[C@H](CC1)C)C(C(=O)NC1=NC=CC=C1C(=O)N)=O [[2-[(2R,5S)-2-(1H-indazol-5-yl)-5-methyl-1-piperidyl]-2-oxo-acetyl]amino]pyridine-3-carboxamide